(2,4-Dihydroxy-6-((tetrahydro-2H-pyran-4-yl)methoxy)phenyl)(4-((tetrahydrofuran-3-yl)amino)isoindolin-2-yl)methanone OC1=C(C(=CC(=C1)O)OCC1CCOCC1)C(=O)N1CC2=CC=CC(=C2C1)NC1COCC1